C(C)(C)(C)OC(=O)N1SOCC1(C)C.CC=1C=CC2=C(N=C(O2)C2=CC=C(C=C2)C=CC2=CC=C(C=C2)C=2OC3=C(N2)C=C(C=C3)C)C1 4,4'-bis(5-methylbenzoxazole-2-yl)stilben tert-butyl-4,4-dimethyl-1,2,3-oxathiazolidine-3-carboxylate